(1S,2S)-2-(4-chloropyridin-2-yl)-N-(4-(((6-cyclopropylimidazo[1,2-a]pyridin-2-yl)methyl)amino)-6-methoxypyridin-2-yl)cyclopropane-1-carboxamide ClC1=CC(=NC=C1)[C@@H]1[C@H](C1)C(=O)NC1=NC(=CC(=C1)NCC=1N=C2N(C=C(C=C2)C2CC2)C1)OC